ClC1=NC(=CC=C1N1CCN(CC1)CC=1C=C2NC(C=3N(C2=C(C1)F)N=C(C3)C)=O)C(NC)=O 7-((4-(2-chloro-6-(methylcarbamoyl)pyridin-3-yl)piperazin-1-yl)methyl)-9-fluoro-2-methylpyrazolo[1,5-a]quinoxalin-4(5H)-one